N-(1-(4-nitro-1-(pyrimidin-2-yl)-1H-pyrazol-5-yl)ethyl)-3,5-bis(trifluoromethyl)benzamide [N+](=O)([O-])C=1C=NN(C1C(C)NC(C1=CC(=CC(=C1)C(F)(F)F)C(F)(F)F)=O)C1=NC=CC=N1